thiazolo[4,5-c]quinoline 5-oxide S1C=NC=2C=[N+](C=3C=CC=CC3C21)[O-]